C1(=CC=CC=C1)C=1C=CC=2N(C3=CC=CC=C3C2C1)C1=C(C#N)C(=C(C(=C1N1C2=CC=CC=C2C=2C=C(C=CC12)C1=CC=CC=C1)N1C2=CC=CC=C2C=2C=C(C=CC12)C1=CC=CC=C1)N1C2=CC=CC=C2C=2C=C(C=CC12)C1=CC=CC=C1)C1=CC=NC=C1 2,3,4,5-tetrakis(3-phenyl-9H-carbazol-9-yl)-6-(pyridin-4-yl)benzonitrile